2,6-bis(2-bromo-5-chlorophenoxy)-3,7-diphenylnaphthalene BrC1=C(OC2=CC3=CC(=C(C=C3C=C2C2=CC=CC=C2)OC2=C(C=CC(=C2)Cl)Br)C2=CC=CC=C2)C=C(C=C1)Cl